8-bromooctyl (2-butyloctyl) carbonate C(OCCCCCCCCBr)(OCC(CCCCCC)CCCC)=O